anthracenylmethyl-ammonium ethyl-methacrylate C(C)OC(C(=C)C)=O.C1(=CC=CC2=CC3=CC=CC=C3C=C12)C[NH3+]